N1(CCCC1)C(=O)C1CC(NCC(NCC(NCC(NCC(NCC(NCC(NC(C(NCC(NCC(NCC(N1)=O)=O)=O)=O)CCC1=CC=C(C=C1)C(F)(F)F)=O)=O)=O)=O)=O)=O)=O 34-(pyrrolidine-1-carbonyl)-12-[2-[4-(trifluoromethyl)phenyl]ethyl]-1,4,7,10,13,16,19,22,25,28,31-undecazacyclotetratriacontane-2,5,8,11,14,17,20,23,26,29,32-undecone